3-(2-Deoxy-β-D-ribofuranosyl)-1,3-diaza-2-oxophenothiazine [C@@H]1(C[C@H](O)[C@H](O1)CO)N1C(N=C2NC3=CC=CC=C3SC2=C1)=O